3-acetoxy-17-caproyloxy-5-androstene C(C)(=O)OC1CC2=CC[C@H]3[C@@H]4CCC([C@@]4(C)CC[C@@H]3[C@]2(CC1)C)OC(CCCCC)=O